ClC1=CC=C(C=C1)CC1CN(CC1)C=1C=C(N=NC1C)C=1C(NC(NC1)=O)=O 5-[5-[3-[(4-Chlorophenyl)methyl]pyrrolidin-1-yl]-6-methyl-pyridazin-3-yl]-1H-pyrimidine-2,4-dione